C(C)(C)N(C(=N)[Ca]C(N(C(C)C)C(C)C)=N)C(C)C bis(N,N-di-isopropylamidino)calcium (II)